FC=1C(N(C=C(C1C)CCN1CC(C1)F)C(C(=O)OCC)CC(C)C)=O ethyl 2-(3-fluoro-5-(2-(3-fluoroazetidin-1-yl)ethyl)-4-methyl-2-oxopyridin-1(2H)-yl)-4-methylpentanoate